N-[(1S)-1-(dicyclopropylmethyl)-2-[[5-(4,5-dimethyl-3-pyridyl)-6-fluoro-2-pyridyl]amino]-2-oxo-ethyl]-2-isopropyl-pyrazole-3-carboxamide C1(CC1)C([C@@H](C(=O)NC1=NC(=C(C=C1)C=1C=NC=C(C1C)C)F)NC(=O)C=1N(N=CC1)C(C)C)C1CC1